CC1=C(C=C(C(=O)NC=2C=NC=C(C2)C(F)(F)F)C=C1)NC1CN(C1)C=1C=NC=NC1 4-methyl-3-((1-(pyrimidin-5-yl)azetidin-3-yl)amino)-N-(5-(trifluoromethyl)pyridin-3-yl)benzamide